(S)-1-(3-(4-amino-3-((4,6-difluoro-1-methyl-1H-benzo[d]imidazol-5-yl)ethynyl)-7-(oxazol-2-yl)-1H-pyrazolo[4,3-c]pyridin-1-yl)pyrrolidin-1-yl)prop-2-en-1-one NC1=NC=C(C2=C1C(=NN2[C@@H]2CN(CC2)C(C=C)=O)C#CC2=C(C1=C(N(C=N1)C)C=C2F)F)C=2OC=CN2